CC1=CN=CC(=N1)N1CCC(CC1)CCN1N=C(C=2CCCCC12)C(=O)N1CCC(CC1)NC(C)=O N-[1-[1-[2-[1-(6-methylpyrazin-2-yl)-4-piperidyl]ethyl]-4,5,6,7-tetrahydroindazole-3-carbonyl]-4-piperidyl]acetamide